3-({1-[hydroxy(2H2)methyl]cyclopropyl}(2H2)methoxy)-6-(2-hydroxypropan-2-yl)-2,3-dihydro-1H-isoindol-1-one OC(C1(CC1)C(OC1NC(C2=CC(=CC=C12)C(C)(C)O)=O)([2H])[2H])([2H])[2H]